OC1=C(C(=O)C2=CC=CC=C2)C=CC(=C1)OCCCCCCCCCCCC 2-Hydroxy-4-dodecoxy-benzophenone